(2-bromophenyl)-5-(4-((9-isobutyl-9H-purin-6-yl)oxy)phenyl)thiazol-2-amine BrC1=C(C=CC=C1)C=1N=C(SC1C1=CC=C(C=C1)OC1=C2N=CN(C2=NC=N1)CC(C)C)N